(R)-3-hydroxy-4-(4-methyl-8-(1-methylpiperidin-3-yl)-5,6,7,8-tetrahydropyrido-[2,3-c]pyridazin-3-yl)benzonitrile OC=1C=C(C#N)C=CC1C1=C(C2=C(N=N1)N(CCC2)[C@H]2CN(CCC2)C)C